IC1=C(C(=O)O)C(=CC(=C1)I)I 2,4,6-triiodobenzoic acid